3-(1-hydroxy-2-p-tolylaminoethyl)-1H-1,2,4-triazole-5(4H)-thione OC(CNC1=CC=C(C=C1)C)C1=NNC(N1)=S